NC(CNC(C)=O)(C)C N-(2-amino-2-methylpropyl)acetamide